2-cyclopropyl-2-(3-((3-((diisopropylamino)methyl)-4-(5-fluoro-2-methoxypyridin-4-yl)benzyl)oxy)phenyl)ethanol C1(CC1)C(CO)C1=CC(=CC=C1)OCC1=CC(=C(C=C1)C1=CC(=NC=C1F)OC)CN(C(C)C)C(C)C